COC(=O)C=1C=C(C(=O)NCCC(=O)NC=2SC(=C(N2)C)C(=O)OCC)C=CC1C Ethyl 2-[3-[(3-methoxycarbonyl-4-methyl-benzoyl) amino] propionylamino]-4-methyl-thiazole-5-carboxylate